2-(3-chlorobenzyl)-N-[2-(dimethylamino)ethyl]-8-methyl-4,5-dihydro-2H-furo[2,3-g]indazole-7-carboxamide ClC=1C=C(CN2N=C3C4=C(CCC3=C2)OC(=C4C)C(=O)NCCN(C)C)C=CC1